3-bromo-5-(2-chloro-4-methyl-phenoxy)-4-methyl-pyridine BrC=1C=NC=C(C1C)OC1=C(C=C(C=C1)C)Cl